ClC1=CC2=C(C=N1)C(N(N2C2=CC=CC=C2)C)=O 6-chloro-2-methyl-1-phenyl-1H,2H,3H-pyrazolo[4,3-c]pyridin-3-one